1-(4-fluorophenyl)-1H-benzo[d]imidazole FC1=CC=C(C=C1)N1C=NC2=C1C=CC=C2